disecbutylaluminium hydrid C(C)(CC)[AlH]C(C)CC